6-bromo-2-(1,4-dioxan-2-yl)-7-methoxy-imidazo[1,2-a]pyridine BrC=1C(=CC=2N(C1)C=C(N2)C2OCCOC2)OC